N-((S)-(3-chloro-4-fluorophenyl)(8,8-difluorobicyclo[3.2.1]octan-3-yl)methyl)-3-oxopiperazine-1-carboxamide ClC=1C=C(C=CC1F)[C@@H](NC(=O)N1CC(NCC1)=O)C1CC2CCC(C1)C2(F)F